1-((2,2-difluorobenzo[d][1,3]dioxol-4-yl)methyl)-2-(trifluoromethyl)-1H-benzo[d]imidazole-5-carboxylic acid FC1(OC2=C(O1)C=CC=C2CN2C(=NC1=C2C=CC(=C1)C(=O)O)C(F)(F)F)F